4-((2-hydroxyethyl)sulphonamido)-N-(pyrazolo[1,5-a]pyrimidin-3-yl)-2-(6-azaspiro[2.5]oct-6-yl)benzamide OCCS(=O)(=O)NC1=CC(=C(C(=O)NC=2C=NN3C2N=CC=C3)C=C1)N1CCC3(CC3)CC1